N-(1-methyl-1H-pyrazol-4-yl)-4-(1-(1-(propylsulfonyl)pyrrolidine-3-yl)-1H-pyrazol-4-yl)pyrimidin-2-amine CN1N=CC(=C1)NC1=NC=CC(=N1)C=1C=NN(C1)C1CN(CC1)S(=O)(=O)CCC